NC1=CC(=C2NC(CCC[C@H](C[C@](C3=NN=C(C1=N2)O3)(O)C(F)(F)F)O)(C)C)C(F)(F)F (6R,8R)-17-Amino-12,12-dimethyl-6,15-bis(trifluoromethyl)-19-oxa-3,4,13,18-tetrazatricyclo[12.3.1.12,5]nonadeca-1(18),2,4,14,16-pentaene-6,8-diol